2-oxo-1,2-dihydro-1,6-naphthyridine-7-carbonitrile O=C1NC2=CC(=NC=C2C=C1)C#N